methyl (S)-2-((3-chloro-2-hydroxy-5,8-dihydro-1,7-naphthyridin-7(6H)-yl)methyl)-1-(oxetan-2-ylmethyl)-1H-benzo[d]imidazole-6-carboxylate ClC=1C(=NC=2CN(CCC2C1)CC1=NC2=C(N1C[C@H]1OCC1)C=C(C=C2)C(=O)OC)O